C(C1=CC=CC=C1)N(C(=O)C=1N=CC2=CC=CC=C2C1)C1CCN(CC1)S(=O)(=O)CCCC N-benzyl-N-(1-(butylsulfonyl)piperidin-4-yl)isoquinoline-3-carboxamide